C(CCCCCCC\C=C/CCCCCCCC)(=O)OCCCCCCC(CCCCCCOC(CCCCCCC\C=C/CCCCCCCC)=O)(CCCCOC(=O)C1CCN(CC1)C)O 7-hydroxy-7-(4-((1-methylpiperidine-4-carbonyl)oxy)butyl)tridecane-1,13-diyl dioleate